zinc oxide cadmium [Cd+2].[O-2].[Zn+2].[O-2]